C1(CC1)N1N=CC(=C1)C1=C(C(=O)O)C=C(C=C1)[N+](=O)[O-] 2-(1-cyclopropyl-1H-pyrazol-4-yl)-5-nitrobenzoic acid